1-propyl-cyclohexan C(CC)C1CCCCC1